dibenzoThiophenyl(diphenyltriazinyl)biphenyl C1(=CC=CC=2SC3=C(C21)C=CC=C3)C=3C(=C(C=CC3)C3=CC=CC=C3)C3=NN=NC(=C3C3=CC=CC=C3)C3=CC=CC=C3